1-(4-methoxybenzyl)-3-(3-methyl-2-oxo-4-(9-oxo-3-azaspiro[5.5]undecan-3-yl)-2,3-dihydro-1H-benzo[d]imidazol-1-yl)piperidine-2,6-dione COC1=CC=C(CN2C(C(CCC2=O)N2C(N(C3=C2C=CC=C3N3CCC2(CC3)CCC(CC2)=O)C)=O)=O)C=C1